CC1=CC(=NO1)NC(=O)N1C=NC=C1 N-(5-methylisoxazol-3-yl)imidazole-1-carboxamide